(3-chlorophenyl)-N-(2-(dimethylamino)ethyl)-5-(2-nitrophenyl)Azole-4-carboxamide ClC=1C=C(C=CC1)C=1NC(=C(C1)C(=O)NCCN(C)C)C1=C(C=CC=C1)[N+](=O)[O-]